1-Butylcarboxylate C(CCC)C(=O)[O-]